FC([C@H](N)C1=CC=C(C=C1)F)(F)F (R)-2,2,2-trifluoro-1-(4-fluorophenyl)ethan-1-amine